(6-bromo-2-pyridyl)-4-methyl-piperazine BrC1=CC=CC(=N1)N1CCN(CC1)C